N-[5-chloro-6-(1,2,3-triazol-2-yl)pyridin-3-yl]-3-(2-methoxyquinolin-5-yl)-4-(trifluoromethyl)-1,2-thiazole-5-carboxamide ClC=1C=C(C=NC1N1N=CC=N1)NC(=O)C1=C(C(=NS1)C1=C2C=CC(=NC2=CC=C1)OC)C(F)(F)F